3-(m-Tolyl)quinoline C1(=CC(=CC=C1)C=1C=NC2=CC=CC=C2C1)C